O1C(CC1)CN1N=CC(=C1)B1OC(C(O1)(C)C)(C)C 1-[oxetan-2-ylmethyl]-4-(4,4,5,5-tetramethyl-1,3,2-dioxaborolan-2-yl)-1H-pyrazole